N-(2-((5-chloro-2-((5-ethyl-2-methoxy-4-(4-(methyl(2-(methylamino)ethyl)amino)piperidine-1-yl)phenyl)amino)pyrimidin-4-yl)amino)-5-methoxyphenyl)-N-methyl-methanesulfonamide ClC=1C(=NC(=NC1)NC1=C(C=C(C(=C1)CC)N1CCC(CC1)N(CCNC)C)OC)NC1=C(C=C(C=C1)OC)N(S(=O)(=O)C)C